11-Chloro-7-methoxy-6-methyl-6,11-dihydrodibenzo[c,f][1,2]thiazepine ClC1C2=C(N(SC3=C1C=CC=C3)C)C(=CC=C2)OC